6-(4-methoxyphenyl)-2-((3-(pyridin-2-yl)-1,2,4-oxadiazol-5-yl)methyl)pyridazin-3(2H)-one COC1=CC=C(C=C1)C=1C=CC(N(N1)CC1=NC(=NO1)C1=NC=CC=C1)=O